N-ethyl-[1,1-biphenyl]-4-carbohydrazide C(C)N(N)C(=O)C1=CC=C(C=C1)C1=CC=CC=C1